(S)-2-(7-chloro-3-cyclobutyl-2-oxo-5-phenyl-2,3-dihydro-1H-benzo[e][1,4]diazepin-1-yl)acetic acid ClC1=CC2=C(N(C([C@@H](N=C2C2=CC=CC=C2)C2CCC2)=O)CC(=O)O)C=C1